(S)-7-(3-fluoropyrrolidin-1-yl)-2-(4-methoxyphenyl)imidazo[1,2-a]pyridine F[C@@H]1CN(CC1)C1=CC=2N(C=C1)C=C(N2)C2=CC=C(C=C2)OC